NCCONC(OC(C)(C)C)=O tert-butyl 2-aminoethoxy-carbamate